NC=1C=C(C=CC1)C1=C(C=C(C=C1)C1=NNC(O[C@H]1C)=O)C(F)(F)F (6S)-5-[3'-Amino-2-(trifluoromethyl)[1,1'-biphenyl]-4-yl]-6-methyl-3,6-dihydro-2H-1,3,4-oxadiazin-2-on